6-methyl-2-(6-(((1S,3S)-3-((6-(trifluoromethyl)-1,2,4-triazine-3-yl)amino)cyclopentyl)amino)pyridin-3-yl)-2,3-dihydro-1H-pyrrolo[3,4-c]pyridin-1-one CC1=CC2=C(C=N1)CN(C2=O)C=2C=NC(=CC2)N[C@@H]2C[C@H](CC2)NC=2N=NC(=CN2)C(F)(F)F